C(C1=CC=CC=C1)OCCCCC 5-(benzyloxy)pentan